1-(2-ethylsulfonylethyl)-2-methyl-5-nitro-1H-imidazole C(C)S(=O)(=O)CCN1C(=NC=C1[N+](=O)[O-])C